pentachlorophenol aluminium hydroxide [OH-].[Al+3].ClC1=C(C(=C(C(=C1O)Cl)Cl)Cl)Cl.[OH-].[OH-]